Perfluorooctylphosphonic acid FC(C(C(C(C(C(C(C(F)(F)F)(F)F)(F)F)(F)F)(F)F)(F)F)(F)F)(P(O)(O)=O)F